N-ethyl-N'-(4-((2-fluorophenyl)(methyl)amino)-2,5-dimethylphenyl)-N-methylformimidamide C(C)N(C=NC1=C(C=C(C(=C1)C)N(C)C1=C(C=CC=C1)F)C)C